Titanium aluminum strontium oxide [O-2].[Sr+2].[Al+3].[Ti+4]